C(C)OC(=O)C1=CN(C2=NC(=CC(=C2C1=O)C)N1CC(C1)C(NCCOCC)=O)C1=NC(=NS1)COC 7-{3-[(2-ethoxyethyl)carbamoyl]azetidin-1-yl}-1-[3-(methoxymethyl)-1,2,4-thiadiazol-5-yl]-5-methyl-4-oxo-1,4-dihydro-1,8-naphthyridine-3-carboxylic acid ethyl ester